C1(=CC=CC=C1)[C@@H]1[C@H](CCCC1)OC(O)=O ((1s,2r)-2-phenylcyclohexyl)carbonic acid